5-(3-((benzyloxy)methyl)-1-((1-methyl-1H-pyrazol-4-yl)sulfonyl)pyrrolidin-3-yl)-1-(4-fluorophenyl)-6-methyl-1H-indazole C(C1=CC=CC=C1)OCC1(CN(CC1)S(=O)(=O)C=1C=NN(C1)C)C=1C=C2C=NN(C2=CC1C)C1=CC=C(C=C1)F